COS(=O)(=O)C1=CC=C(C=C1)C 4-methylbenzenesulfonic acid methyl ester